BrC1=C2C(=NC(=C1)C#N)N(C=C2)CC(F)(F)F 4-bromo-1-(2,2,2-trifluoroethyl)pyrrolo[2,3-b]pyridine-6-carbonitrile